3,6-dibutyl-naphthalene-1-sulfonic acid C(CCC)C=1C=C(C2=CC=C(C=C2C1)CCCC)S(=O)(=O)O